D-isolysergic acid OC(=O)[C@@H]1CN(C)[C@@H]2CC3=CNC4=CC=CC(C2=C1)=C34